hexanyl octanoate C(CCCCCCC)(=O)OCCCCCC